5-chloro-N-(thiazol-4-yl)pyridine-3-sulfonamide ClC=1C=C(C=NC1)S(=O)(=O)NC=1N=CSC1